ClC1=CC=C(CCN[C@H](C(=O)NC2=NC=C(C=C2)C=2C=NN(C2)C)C2=CC=CC=C2)C=C1 |r| (S)- and (R)-2-((4-chlorophenethyl)amino)-N-(5-(1-methyl-1H-pyrazol-4-yl)-pyridin-2-yl)-2-phenyl-acetamide